ClC1=C(C=C(C=C1)F)C1C=2N(CCC(N1)=O)C(=CC2NC(C2=CC(=CC(=C2)C(F)(F)F)F)=O)C(=O)NC 1-(2-chloro-5-fluorophenyl)-9-(3-fluoro-5-(trifluoromethyl)benzamido)-N-methyl-3-oxo-2,3,4,5-tetrahydro-1H-pyrrolo[1,2-a][1,4]diazepine-7-carboxamide